FC=1C=C2C(=CNC2=CC1F)NC(C(=O)NCC1CCC(CC1)(F)F)=O N1-(5,6-difluoro-1H-indol-3-yl)-N2-((4,4-difluorocyclohexyl)methyl)oxalamide